1-methylsulfonylpyrrole CS(=O)(=O)N1C=CC=C1